(R)-N-((R)-1-(5-bromothiophen-2-yl)ethyl)-2-methylpropan-2-sulfinamide BrC1=CC=C(S1)[C@@H](C)N[S@](=O)C(C)(C)C